eicosane-7,9-diol CCCCCCC(CC(CCCCCCCCCCC)O)O